OC=1C=C2C3=C(C(N(C3=CC=C2)C2C(NC(CC2)=O)=O)=O)C1 3-(4-hydroxy-2-oxo-benzo[cd]indol-1-yl)piperidine-2,6-dione